5-[(1,3-dioxoisoindolin-2-yl) methyl]-benzyl 3,3-difluoro-4-methyl-piperidine-1-carboxylate FC1(CN(CCC1C)C(=O)OCC1=CC=CC(=C1)CN1C(C2=CC=CC=C2C1=O)=O)F